N1(CCC1)CCC=1C=CC(=C(C1)CN)F (5-(2-(azetidin-1-yl)ethyl)-2-fluorophenyl)methylamine